7-methoxy-1-{[(5R)-2-oxo-1,3-oxazolidin-5-yl]methoxy}isoquinoline-6-carboxamide COC1=C(C=C2C=CN=C(C2=C1)OC[C@H]1CNC(O1)=O)C(=O)N